tert-butyl 4-benzyl-3-(difluoromethyl)piperazine-1-carboxylate C(C1=CC=CC=C1)N1C(CN(CC1)C(=O)OC(C)(C)C)C(F)F